2-[2-chloro-4-(4-chlorophenyl)-5-(pyridin-4-yl)-1H-imidazol-1-yl]-1-{2-methyl-2,7-diazaspiro[3.5]nonan-7-yl}ethan-1-one ClC=1N(C(=C(N1)C1=CC=C(C=C1)Cl)C1=CC=NC=C1)CC(=O)N1CCC2(CN(C2)C)CC1